(E)-4-methoxy-N-methyl-N-(1-(3-(4-(3-(thiophen-2-yl)propenoyl)phenoxy)propyl)piperidin-4-yl)benzenesulfonamide COC1=CC=C(C=C1)S(=O)(=O)N(C1CCN(CC1)CCCOC1=CC=C(C=C1)C(\C=C\C=1SC=CC1)=O)C